2-(butylamino)-6-(2-fluorophenoxy)-8-methylpyrido[2,3-d]pyrimidin-7(8H)-one C(CCC)NC=1N=CC2=C(N1)N(C(C(=C2)OC2=C(C=CC=C2)F)=O)C